COC1=CC=C(C=C1)C1=CC=C2C(C(COC2=C1)(C)C)NC(O[C@@H]1CN2CCC1CC2)=O (S)-quinuclidin-3-yl (7-(4-methoxyphenyl)-3,3-dimethylchroman-4-yl)carbamate